ClC1=C(C=C(C=C1)C(F)(F)F)N(S(=O)(=O)C1=CC=CC=C1)CC(=O)NCC=1C=NC=NC1 2-(N-(2-chloro-5-(trifluoromethyl)phenyl)phenylsulfonamido)-N-(pyrimidin-5-ylmethyl)acetamide